(2S)-2-[[5-[3-(difluoromethyl)-1,2,4-oxadiazol-5-yl]-2-[(1,1-dioxo-3,4-dihydro-2H-thiochromen-6-yl)amino]pyrimidin-4-yl]amino]-2-phenyl-ethanol FC(C1=NOC(=N1)C=1C(=NC(=NC1)NC=1C=C2CCCS(C2=CC1)(=O)=O)N[C@H](CO)C1=CC=CC=C1)F